OC=1C=C(C=CC1O)C1=C(NC=C1C(=O)NCC)C1=CC=C(C=C1)C(F)(F)F (3,4-dihydroxyphenyl)-N-ethyl-2-(4-(trifluoromethyl)phenyl)Azole-4-carboxamide